1-[4-(6-Chloro-1-methyl-9H-pyrido[3,4-b]indol-8-yl)-phenoxy]-3-piperidin-1-yl-propan-2-ol ClC=1C=C2C3=C(NC2=C(C1)C1=CC=C(OCC(CN2CCCCC2)O)C=C1)C(=NC=C3)C